N-(4-fluorophenyl)-4'-(trifluoromethoxy)-[1,1'-biphenyl]-4-sulfonamide FC1=CC=C(C=C1)NS(=O)(=O)C1=CC=C(C=C1)C1=CC=C(C=C1)OC(F)(F)F